ClC1=CN=C2C(=N1)N(N=C2)[C@H](C)C2CC2 (R)-6-chloro-1-(1-cyclopropylethyl)-1H-pyrazolo[3,4-b]Pyrazine